6-(6-(N-(1-(2-Cyclohexyl-5-methylphenoxy)cyclopropancarbonyl)sulfamoyl)pyridin-2-yl)-1,6-diazaspiro[3.3]heptan C1(CCCCC1)C1=C(OC2(CC2)C(=O)NS(=O)(=O)C2=CC=CC(=N2)N2CC3(CCN3)C2)C=C(C=C1)C